[Si](C1=CC=CC=C1)(C1=CC=CC=C1)(C(C)(C)C)OCC1CCC(CC1)CO [4-[[tert-Butyl(diphenyl)silyl]oxymethyl]cyclohexyl]methanol